1-((2-(2,6-dioxopiperidin-3-yl)-1-oxoisoindolin-5-yl)methyl)-3-(4-(((1R,3R)-3-(hydroxymethyl)cyclopentyl)oxy)phenyl)urea O=C1NC(CCC1N1C(C2=CC=C(C=C2C1)CNC(=O)NC1=CC=C(C=C1)O[C@H]1C[C@@H](CC1)CO)=O)=O